FC1=CC=C2C(=CN(C2=C1)C)C1=NC(=NC=C1)NC=1C=C(C=NC1OC)C(C(=O)N)=C 5-((4-(6-fluoro-1-methyl-1H-indol-3-yl)Pyrimidin-2-yl)amino)-6-methoxypyridin-3-yl-acrylamide